BrC=1C(=C(C=CC1)C=1OC(=C(N1)C)CCl)C 2-(3-bromo-2-methyl-phenyl)-5-(chloromethyl)-4-methyl-oxazole